N-hexadecyl-3-hydroxypyridin-4-one C(CCCCCCCCCCCCCCC)N1C=C(C(C=C1)=O)O